7-methyl 6-(2-(trimethylsilyl)ethyl) (1R,5R,7R)-2,4-dihydroxy-3-oxa-6-azabicyclo[3.2.1]octane-6,7-dicarboxylate OC1[C@H]2[C@@H](N([C@@H](C(O1)O)C2)C(=O)OCC[Si](C)(C)C)C(=O)OC